C(=C)OC[C@@H](OC=C)CO 1,2-Divinyl-sn-glycerol